ethyl (4S)-4-(1,3-dioxoisoindolin-2-yl)-2-methyl-3-oxo-2-azabicyclo[5.1.0]octane-8-carboxylate O=C1N(C(C2=CC=CC=C12)=O)[C@@H]1C(N(C2C(C2CC1)C(=O)OCC)C)=O